C(#N)C1=CC=C2C=3N(C(C(NC13)=O)C1CC1)C(=C2)C2=NC1=C(N2C)C(=CC(=C1)C(=O)OC)F methyl 2-(9-cyano-3-cyclopropyl-2-oxo-2,3-dihydro-1H-pyrrolo[1,2,3-de]quinoxalin-5-yl)-7-fluoro-1-methyl-1H-benzo[d]imidazole-5-carboxylate